N-((S)-1-(((R)-3-methyl-1-((R)-5-methyl-4,8-dioxo-1,3,6,2-trioxaborocan-2-yl)butyl)amino)-1-oxo-3-phenylpropan-2-yl)pyrazine-2-carboxamide CC(C[C@@H](B1OC(CO[C@@H](C(O1)=O)C)=O)NC([C@H](CC1=CC=CC=C1)NC(=O)C1=NC=CN=C1)=O)C